(S)-6-(2-(2-methylazetidin-1-yl)-6,7-dihydro-5H-cyclopenta[d]pyrimidin-4-yl)-3,4-dihydroisoquinolin-1(2H)-one C[C@@H]1N(CC1)C=1N=C(C2=C(N1)CCC2)C=2C=C1CCNC(C1=CC2)=O